glycidoxypropyl-triethoxysilane C(C1CO1)OCCC[Si](OCC)(OCC)OCC